ClC1=NC=CC(=C1)N1C2=NC(=NC(=C2N=C1)NN=CC1=CC(=CC=C1)C)N1CCOCC1 4-(9-(2-chloropyridin-4-yl)-6-(2-(3-methylbenzylidene)hydrazinyl)-9H-purin-2-yl)morpholine